FC=1C=C2C3=C(NC2=C(C1)NC)N=CC(=C3N3CCOCC3)C=3C=C1C(C(=CN(C1=NC3)C(CO)(C)CO)C(=O)O)=O 6-[6-fluoro-8-(methylamino)-4-morpholino-9H-pyrido[2,3-b]indol-3-yl]-1-[2-hydroxy-1-(hydroxymethyl)-1-methyl-ethyl]-4-oxo-1,8-naphthyridine-3-carboxylic acid